CO[C@@]1(COCC1)C1=CC(=CC(=N1)N1C=C(C=2C=NC(=CC21)NC(C)=O)C)C (R)-N-(1-(6-(3-Methoxytetrahydrofuran-3-yl)-4-methylpyridin-2-yl)-3-methyl-1H-pyrrolo[3,2-c]pyridin-6-yl)acetamide